Cl.COC1=NC(=NC(=N1)SC1=CC=C(C=C1)C)C1N(C=CC=C1)N (4-methoxy-6-(p-tolylthio)-1,3,5-triazin-2-yl)pyridin-1-amine hydrochloride